ClC=1C(=C(C=NC1)NCC=1C=C2N=CC=NC2=CC1)N1C[C@@H](NCC1)C (S)-5-chloro-4-(3-methylpiperazin-1-yl)-N-(quinoxalin-6-ylmethyl)pyridin-3-amine